C(CCCCCCCCCCCCC)(=O)OC(C)OC(=O)N(C1C2CCC(C1C1=CC=CC=C1)C2)CC N-(1-Tetradecanoyloxyethoxy-carbonyl)-(-)-N-ethyl-3-phenylbicyclo[2.2.1]heptan-2-amine